1-(4-methylthiazol-2-yl)cyclobutan-1-amine CC=1N=C(SC1)C1(CCC1)N